ClCN1C=NC2=CC=CC=C2C1=O 3-(chloromethyl)quinazolin-4(3H)-one